4-(5-((2-(3,4-dihydroxyphenyl)-2-oxoethyl)thio)-1H-tetrazol-1-yl)benzenesulfonamide OC=1C=C(C=CC1O)C(CSC1=NN=NN1C1=CC=C(C=C1)S(=O)(=O)N)=O